ClC=1C=C(C=CC1F)NC1=NC=NC2=CC(=C(C=C12)NC(C=C)=O)OCCCN1CCN(CC1)C(CSC1=C2CN(C(C2=CC=C1)=O)C1C(NC(CC1)=O)=O)=O N-(4-((3-chloro-4-fluorophenyl)amino)-7-(3-(4-(2-((2-(2,6-dioxopiperidin-3-yl)-1-oxoisoindolin-4-yl)thio)acetyl)piperazin-1-yl)propoxy)quinazolin-6-yl)acrylamide